3-(4-((3-Acetylphenyl)carbamoyl)-3-methyl-5-oxo-4,5-dihydro-1H-pyrazol-1-yl)benzoic acid C(C)(=O)C=1C=C(C=CC1)NC(=O)C1C(=NN(C1=O)C=1C=C(C(=O)O)C=CC1)C